tert-butyl (S)-2-(1-amino-5-carbamoyl-4-(4-((4-ethylpyridin-2-yl)carbamoyl)phenyl)-1H-imidazol-2-yl)piperidine-1-carboxylate NN1C(=NC(=C1C(N)=O)C1=CC=C(C=C1)C(NC1=NC=CC(=C1)CC)=O)[C@H]1N(CCCC1)C(=O)OC(C)(C)C